CN1C(N(C(C2=C1N=C(C=C2NCC(=O)NC2=CC(=CC=C2)C(F)(F)F)N2CCOCC2)=O)C)=O 2-[(1,3-dimethyl-7-morpholinyl-2,4-dioxo-1,2,3,4-tetrahydropyrido[2,3-d]pyrimidin-5-yl)amino]-N-[3-(trifluoromethyl)phenyl]acetamide